(2R,4S)-N-((S)-1-(((3-chloro-1-methyl-1H-pyrrolo[2,3-b]pyridin-5-yl)methyl)amino)-1-oxopropan-2-yl)-4-(3-chloro-4-fluorobenzyl)pyrrolidine-2-carboxamide trifluoroacetate FC(C(=O)O)(F)F.ClC1=CN(C2=NC=C(C=C21)CNC([C@H](C)NC(=O)[C@@H]2NC[C@H](C2)CC2=CC(=C(C=C2)F)Cl)=O)C